(R)-1-(2-oxo-1-(4-(4,4,5,5-tetramethyl-1,3,2-dioxaborolan-2-yl)phenyl)piperidin-3-yl)-3-(4-(trifluoromethyl)phenyl)urea O=C1N(CCC[C@H]1NC(=O)NC1=CC=C(C=C1)C(F)(F)F)C1=CC=C(C=C1)B1OC(C(O1)(C)C)(C)C